C(CC)OC1=CC=C(C=C1)C#CC1=C(C=C(C=C1)C1=NOC(=N1)[C@H]1N(CCC1)C(=O)OC(C)(C)C)C(F)(F)F tert-butyl (S)-2-(3-(4-((4-propoxyphenyl)ethynyl)-3-(trifluoromethyl)phenyl)-1,2,4-oxadiazol-5-yl)pyrrolidine-1-carboxylate